2-(((((1-ethylpiperidin-3-yl)methoxy)carbonyl)oxy)methyl)propane-1,3-diyl bis(2-((3r,5r,7r)-adamantan-1-yl)acetate) C12(CC3CC(CC(C1)C3)C2)CC(=O)OCC(COC(CC23CC1CC(CC(C2)C1)C3)=O)COC(=O)OCC3CN(CCC3)CC